[NH4+].P(=O)(OCCN(CC1=CC=C(C=C1)OC)C(CCCCC1=C(C(=CC=C1)OCCCCC1=CC=CC=C1)Cl)=O)(O)O 2-[{5-[2-Chloro-3-(4-phenylbutoxy)phenyl]pentanoyl}(4-methoxybenzyl)amino]ethyl dihydrogen phosphate ammonium salt